7-((5-(Aminomethyl)pyridin-2-yl)amino)-5-((4-cyclopropyl-3-((methylsulfonyl)methyl)phenyl)amino)pyrazolo[1,5-a]pyrimidin-3-carbonitril NCC=1C=CC(=NC1)NC1=CC(=NC=2N1N=CC2C#N)NC2=CC(=C(C=C2)C2CC2)CS(=O)(=O)C